(benzochrysenyl(benzophenanthrenyl))binaphthalene C1(=CC=CC2=C1C1=C3C=CC=CC3=CC=C1C=1C=CC=CC21)C=2C(=C1C=3C=CC=CC3C3=C(C1=CC2)C=CC=C3)C3=C(C2=CC=CC=C2C=C3)C3=CC=CC2=CC=CC=C32